phthalic acid, 4-fluoro-2-nitrophenylmethyl ester C(C=1C(C(=O)[O-])=CC=CC1)(=O)OCC1=C(C=C(C=C1)F)[N+](=O)[O-]